2-fluoro-4-((1-((2-(trimethylsilyl)ethoxy)methyl)imidazol-4-yl)methyl)pyridine FC1=NC=CC(=C1)CC=1N=CN(C1)COCC[Si](C)(C)C